CC=1CC[C@H]([C@@H](C1)C=1C(=CC(=CC1O)CCCCCCCCC)O)C(=C)C (1'R,2'R)-5'-methyl-4-nonyl-2'-(prop-1-en-2-yl)-1',2',3',4'-tetrahydro-[1,1'-biphenyl]-2,6-diol